C(C)[C@@]1(NC(N(C(C1)=O)CC1=CC(=CC(=C1)C(N[C@H]1[C@@H](CC2=CC=CC=C12)O)=O)F)=[NH2+])C(C)C [(4S)-4-ethyl-1-[[3-fluoro-5-[[(1R,2R)-2-hydroxyindan-1-yl]carbamoyl]phenyl]methyl]-4-isopropyl-6-oxo-hexahydropyrimidin-2-ylidene]ammonium